FC(C(=O)N1CC(C1)C1=NC(=NC2=CC=CC=C12)C1=CC=C(C=C1)C(F)(F)F)=C 2-fluoro-1-(3-(2-(4-(trifluoromethyl)phenyl)quinazolin-4-yl)azetidin-1-yl)propan-2-en-1-one